N-propylaminomethyldimethoxymethylsilane C(CC)NC[SiH2]C(OC)OC